Quinolinium nickel [Ni+2].[NH+]1=CC=CC2=CC=CC=C12